[Ni]=O.[Lu].[Ni] nickel-lutetium nickel oxide